CONC(=O)N1C2=CC=CC=C2SC=2C=CC=C(C12)C1=CC=CC=C1 N-Methoxyphenyl-10H-phenothiazin-10-carboxamide